C(CCCCCCCCCCC)OCCOCCOCCO 2-[2-(2-dodecoxyethoxy)ethoxy]ethanol